(2S,4R)-1-[(2S)-2-[3-(azetidin-3-yloxy)isoxazol-5-yl]-3-methyl-butanoyl]-4-hydroxy-N-[(1S)-1-[4-(4-methylthiazol-5-yl)phenyl]ethyl]pyrrolidine-2-carboxamide N1CC(C1)OC1=NOC(=C1)[C@@H](C(=O)N1[C@@H](C[C@H](C1)O)C(=O)N[C@@H](C)C1=CC=C(C=C1)C1=C(N=CS1)C)C(C)C